1-chloro-4-isothiocyanato-2-(trifluoromethoxy)benzene ClC1=C(C=C(C=C1)N=C=S)OC(F)(F)F